C(C)(C)(C)OC(=O)N1CCC(CC1)N1C(C2=CC=C(C=C2C=C1)C=1C=C(C=2N(N1)C=C(N2)C)C(=O)OC)=O methyl 6-[2-(1-tert-butoxycarbonyl-4-piperidyl)-1-oxo-6-isoquinolyl]-2-methyl-imidazo[1,2-b]pyridazine-8-carboxylate